tert-butyl 5-(thiophen-2-yl)-2H-1,4-oxazine-4(3H)-carboxylate S1C(=CC=C1)C=1N(CCOC1)C(=O)OC(C)(C)C